N-[4-(9-phenyl-9H-carbazol-3-yl)phenyl]bis(9,9-dimethyl-9H-fluoren-2-yl)amine C1(=CC=CC=C1)N1C2=CC=CC=C2C=2C=C(C=CC12)C1=CC=C(C=C1)N(C1=CC=2C(C3=CC=CC=C3C2C=C1)(C)C)C1=CC=2C(C3=CC=CC=C3C2C=C1)(C)C